N-(1,3-dioxo-1,3-dihydro-2-benzofuran-4-yl)acetamide CC(=O)NC1=CC=CC2=C1C(=O)OC2=O